C(CCCCC(C)C)OC(C(OC1=CC=C(C=C1)Cl)C)=O methyl-4-chlorophenoxyacetic acid isooctyl ester